BrC=1C=C(C=CC1)[C@@H](C)NC1=NC(=NC2=CC(=C(C=C12)OC)OCCCCCCCNC1=C2C(N(C(=NC2=CC=C1)C)C1C(NC(CC1)=O)=O)=O)C 3-(5-((7-((4-(((R)-1-(3-bromophenyl)ethyl)amino)-6-methoxy-2-methyl-quinazolin-7-yl)oxy)heptyl)amino)-2-methyl-4-oxoquinazolin-3(4H)-yl)piperidine-2,6-dione